C(C)OC(=O)C=1C(=NC(=NC1)Cl)NC1CC2C(COC2)C1 2-chloro-4-((hexahydro-1H-cyclopenta[c]furan-5-yl)amino)pyrimidine-5-carboxylic acid ethyl ester